OC1N(C(N(C1C)C)=O)C1=NC=CC(=C1)C(F)(F)F 4-hydroxy-1,5-dimethyl-3-[4-(trifluoromethyl)-2-pyridinyl]imidazolidin-2-one